2-Amino-6-((1S,7S)-2,2-difluoro-7-hydroxycycloheptyl)-4-methoxy-6,7-dihydro-5H-pyrrolo[3,4-d]pyrimidin-5-one NC=1N=C(C2=C(N1)CN(C2=O)[C@@H]2C(CCCC[C@@H]2O)(F)F)OC